ClC1=NC=2N(C(=C1C1=CC=C(C=C1)OC)Cl)N=C(C2C2=CCCCC2)C2=CC=CC=C2 5,7-dichloro-3-(cyclohex-1-en-1-yl)-6-(4-methoxyphenyl)-2-phenylpyrazolo[1,5-a]pyrimidine